6-((1R,2R)-2-(5-(difluoromethyl)pyrimidin-2-yl)cyclobutyl)-4-oxo-1-((S)-1-(6-(trifluoromethyl)pyridin-3-yl)ethyl)-4,5-dihydro-1H-pyrazolo[3,4-d]pyrimidine-3-carbonitrile FC(C=1C=NC(=NC1)[C@H]1[C@@H](CC1)C=1NC(C2=C(N1)N(N=C2C#N)[C@@H](C)C=2C=NC(=CC2)C(F)(F)F)=O)F